2,2,3,3,19,19,20,20-octamethyl-4,18-dioxa-3,19-disilahenicosan-11-yl 4-(diethylamino)butanoate C(C)N(CCCC(=O)OC(CCCCCCO[Si](C(C)(C)C)(C)C)CCCCCCO[Si](C(C)(C)C)(C)C)CC